2-cyclohexyl-propane-1,3-diol C1(CCCCC1)C(CO)CO